methyl-2,4-dioxoimidazolidin CN1C(NC(C1)=O)=O